sebacamide dodecanoate C(CCCCCCCCCCC)(=O)O.C(CCCCCCCCC(=O)N)(=O)N